1,2-bis(t-butylaminoethoxyethoxy)ethane C(C)(C)(C)NCCOCCOCCOCCOCCNC(C)(C)C